ClC=1C=C(C=2N(N1)C(=CN2)F)N2CC(CC2)(F)F 6-chloro-8-(3,3-difluoropyrrolidin-1-yl)-3-fluoro-imidazo[1,2-b]pyridazine